FC(C1CN(CC12CN(C2)C2=NC(=CC1=C2N=C(N=C1)NC1CCN(CC1)S(=O)(=O)C)C)C(=O)OCC1=CC=CC=C1)F benzyl 8-(difluoromethyl)-2-(6-methyl-2-((1-(methylsulfonyl)piperidin-4-yl)amino)pyrido[3,4-d]pyrimidin-8-yl)-2,6-diazaspiro[3.4]octane-6-carboxylate